BrC1=CC2=C(NC[C@H](N(S2(=O)=O)C)C2CCCCC2)C=C1Cl (R)-8-bromo-7-chloro-3-cyclohexyl-2-methyl-2,3,4,5-tetrahydrobenzo[f][1,2,5]thiadiazepine 1,1-dioxide